N-[6-(difluoromethoxy)-5-fluoro-2-methoxy-3-pyridyl]-1-keto-2-methyl-3,4-dihydroisoquinoline-5-sulfonamide FC(OC1=C(C=C(C(=N1)OC)NS(=O)(=O)C=1C=2CCN(C(C2C=CC1)=O)C)F)F